1-(3-chlorophenyl)-3-(4-hydroxy-2-methylphenyl)urea ClC=1C=C(C=CC1)NC(=O)NC1=C(C=C(C=C1)O)C